C1CCC2=C(C=3CCCC3C=C12)NC(=O)O[C@@H](C(=O)OCC)CC1=NC=CN=C1 Ethyl (2R)-2-{[(1,2,3,5,6,7-hexahydro-s-indacen-4-yl)-carbamoyl]oxy}-3-(pyrazin-2-yl)propanoate